COCCN1CCN(CC1)C1=CC(=NC=C1)NC=1SC2=NC(=CC=C2N1)C1=CC=NC=C1 N-(4-(4-(2-methoxyethyl)-piperazin-1-yl)-pyridin-2-yl)-5-(pyridin-4-yl)thiazolo-[5,4-b]pyridin-2-amine